4,7-diazaspiro[2.5]octane-4-carboxylate C1CC12N(CCNC2)C(=O)[O-]